BrC1=NN(C(=C1)C(=O)O)C1=NC=CC=C1Cl 3-bromo-1-(3-chloro-2-pyridinyl)-1h-pyrazole-5-carboxylic acid